CC=1N=C(C2=C(N1)OC=C2C(=O)N2CC1=CC(=NC=C1CC2)C)NC2(CC2)C methyl-5-(7-methyl-1,2,3,4-tetrahydro-2,6-naphthyridine-2-carbonyl)-N-(1-methylcyclopropyl)furo[2,3-d]pyrimidin-4-amine